C(C)(C)(C)OC(=O)N1CC(C1)OC1=NC=C(C=C1)C(C)=O 3-((5-Acetylpyridin-2-yl)oxy)azetidine-1-carboxylic acid tert-butyl ester